C(C)N1C(C=2N(N=CC2C1)CC1=CC=C(C=C1)OC)=O 5-ethyl-1-(4-methoxybenzyl)-4,5-dihydropyrrolo[3,4-c]pyrazol-6(1H)-one